C(C)C1=C(C=CC=C1)C1=CC=C(N=N1)N1CCCCC1 1-(6-(2-ethylphenyl)pyridazin-3-yl)piperidin